5-Bromo-2,3-difluorobenzoic acid BrC=1C=C(C(=C(C(=O)O)C1)F)F